(R)-N-(6,8-dimethylisoquinolin-1-yl)-2-fluoro-4-(5-methyl-1,3,4-thiadiazol-2-yl)-N-(piperidin-3-yl)benzamide CC=1C=C2C=CN=C(C2=C(C1)C)N(C(C1=C(C=C(C=C1)C=1SC(=NN1)C)F)=O)[C@H]1CNCCC1